N,N-dimethyltaurine CN(CCS(=O)(=O)O)C